azodianiline C1=CC(=CC=C1N)N=NC2=CC=C(C=C2)N